4-[4-(trifluoromethyl)cyclohexyl]pyrimidine FC(C1CCC(CC1)C1=NC=NC=C1)(F)F